perfluoroammonium caprylate C(CCCCCCC)(=O)[O-].F[N+](F)(F)F